N-([1,1'-biphenyl]-4-yl)-N-(4-(5-(4-bromophenyl)thiophen-2-yl)phenyl)-[1,1'-biphenyl]-4-amine C1(=CC=C(C=C1)N(C1=CC=C(C=C1)C1=CC=CC=C1)C1=CC=C(C=C1)C=1SC(=CC1)C1=CC=C(C=C1)Br)C1=CC=CC=C1